C(OC=1C=CC(=C(C(=O)O)C1)N1N=CC=N1)([2H])([2H])[2H] 5-(methoxy-d3)-2-(1,2,3-2H-triazol-2-yl)benzoic acid